3-(3-(4-chlorophenyl)-5-(4-fluorophenyl)-4,5-dihydro-1H-pyrazole-1-carbonyl)-7-(3-cyanoselenopropoxy)-dihydro-benzopyran-2-one ClC1=CC=C(C=C1)C1=NN(C(C1)C1=CC=C(C=C1)F)C(=O)C1C(OC2=C(C1)C=CC(=C2)OCCC[Se]C#N)=O